(+-)-1-cyclopropyl-3-nitro-4-phenyl-1-butanone C1(CC1)C(C[C@@H](CC1=CC=CC=C1)[N+](=O)[O-])=O |r|